BrC1=C(N(C2=CC=CC=C2)C2=CC=CC=C2)C=CC=C1 2-bromo-N,N-diphenylaniline